C(#N)[C@H]1N(CCC1)C(CN1C[C@@H](CC1)C=1C2=C(SC1S(=O)(=O)N)C=CC=C2)=O ((S)-1-(2-((S)-2-cyanopyrrolidin-1-yl)-2-oxoethyl)pyrrolidin-3-yl)benzo[b]thiophene-2-sulfonamide